5-amino-2-fluorobenzamide NC=1C=CC(=C(C(=O)N)C1)F